2-(4'-((8-(cyclopropylsulfonyl)-3,8-diazabicyclo[3.2.1]octan-3-yl)methyl)-2'-methyl-[1,1'-biphenyl]-4-yl)-1,1,1,3,3,3-hexafluoropropan-2-ol C1(CC1)S(=O)(=O)N1C2CN(CC1CC2)CC2=CC(=C(C=C2)C2=CC=C(C=C2)C(C(F)(F)F)(C(F)(F)F)O)C